NC1=C(C(=O)O)C=C(C(=C1)OC1CC1)O[C@H]1[C@@H](CN(CC1)C(=O)OC(C)(C)C)F 2-amino-5-{[(3R,4R)-1-[(tert-butoxy)carbonyl]-3-fluoropiperidin-4-yl]oxy}-4-cyclopropoxy-benzoic acid